ClC1=C(CNC(=O)[C@]2(C=3C=CC=NC3[C@@](CC2)(CO)O)F)C=CC(=C1F)Cl (5S,8S)-N-(2,4-dichloro-3-fluorobenzyl)-5-fluoro-8-hydroxy-8-(hydroxymethyl)-5,6,7,8-tetrahydroquinoline-5-carboxamide